C(C)(C)OC=1C=C(C(=O)N)C=CC1 3-isopropoxybenzamide